O1COC2=C1C=CC(=C2)C=2N=C1N(C=CC(=C1)N1CCN(CC1)CCF)C2 2-Benzo[1,3]dioxol-5-yl-7-[4-(2-fluoro-ethyl)-piperazin-1-yl]-imidazo[1,2-a]pyridine